COC1CN(C1)CC1=CC=C(C=C1)C#CC1=C2C=C(N=CC2=C(N=C1)NC)NC(=O)C1CC1 N-(5-((4-((3-methoxyazetidin-1-yl)methyl)phenyl)ethynyl)-8-(methylamino)-2,7-naphthyridin-3-yl)cyclopropanecarboxamide